N-methyl-chloroformamide CN(C=O)Cl